CN(C(OC(C)(C)C)=O)CCOC=1C(=NC(=NC1Cl)Cl)Cl tert-butyl N-methyl-N-[2-(2,4,6-trichloropyrimidin-5-yl)oxyethyl]carbamate